ClC1=C(C=NC(=C1)Cl)C(=O)C=1N(C(=CC1)CN1CCN(CC1)C)C (4,6-dichloropyridin-3-yl)(1-methyl-5-((4-methylpiperazin-1-yl)methyl)-1H-pyrrol-2-yl)methanone